2-((3R,4R)-3-Amino-4-fluoro-1-piperidinyl)-1-(4-cyanobenzyl)-1H-benzimidazol-5-carbonitril N[C@@H]1CN(CC[C@H]1F)C1=NC2=C(N1CC1=CC=C(C=C1)C#N)C=CC(=C2)C#N